(S)-2-(3-((6-(chlorosulfonyl)pyridazin-3-yl)carbamoyl)morpholino)acetic acid ClS(=O)(=O)C1=CC=C(N=N1)NC(=O)[C@@H]1COCCN1CC(=O)O